C(CCC)CC(CC(=O)OC(CCCC)O)=O pentanediol butyl-acetoacetate